3-[4-[4-[[4-[[2,6-dimethoxy-4-(6-methyl-7-oxo-1H-pyrazolo[3,4-c]pyridin-4-yl)phenyl]methylamino]phenyl]methyl]-1-piperidyl]anilino]piperidine-2,6-dione TFA salt OC(=O)C(F)(F)F.COC1=C(C(=CC(=C1)C=1C2=C(C(N(C1)C)=O)NN=C2)OC)CNC2=CC=C(C=C2)CC2CCN(CC2)C2=CC=C(NC1C(NC(CC1)=O)=O)C=C2